FC1=CC=C(C=C1)C(C(=O)N)CCSC1=NC=2CCCCC2C(N1)=O (4-fluorophenyl)-4-(4-oxo-3,4,5,6,7,8-hexahydroquinazolin-2-ylthio)butanamide